(S)-3-amino-2-(2,6-dichloro-3-(2-(3-chlorophenyl)acetamido)benzamido)propanoic acid NC[C@@H](C(=O)O)NC(C1=C(C(=CC=C1Cl)NC(CC1=CC(=CC=C1)Cl)=O)Cl)=O